ClC1=C(C=C(C=C1)NC(OC(C)(C)C)=O)C(NC1=NC=C(C=C1C)C#CC1=C(C=CC=C1)F)=O tert-butyl N-[4-chloro-3-[[5-[2-(2-fluorophenyl)ethynyl]-3-methyl-2-pyridyl]carbamoyl]phenyl]carbamate